C(CCCCCCCCCCC)OC(C(=C)C)=O dodecylmethacrylat